4,5-diamino-1-hexyl-1H-pyrazole hemisulfate S(=O)(=O)(O)O.NC=1C=NN(C1N)CCCCCC.NC=1C=NN(C1N)CCCCCC